Cl.N1CCC(CC1)C1=CC=CC(=N1)OCC1=CC=C(C2=CC=CC=C12)C#N 4-(((6-(piperidine-4-yl)pyridin-2-yl)oxy)methyl)-1-naphthalonitrile hydrochloride